C(C)(C)(C)C1=CC=C(C=C)C=C1 p-tertiarybutyl-styrene